C(C)OC(=O)C=1C=C(C2=C(SC(=C2C)Br)C1)CO[Si](C1=CC=CC=C1)(C1=CC=CC=C1)C(C)(C)C 2-Bromo-4-(((tert-butyldiphenylsilyl)oxy)methyl)-3-methylbenzo[b]thiophene-6-carboxylic acid ethyl ester